C(C)OC(=O)C=1N=CSC1N1CC(C1)OC1=CC=CC=C1 5-(3-phenoxyazetidin-1-yl)-1,3-thiazole-4-carboxylic acid ethyl ester